ClC1=CC=C(N=N1)CN1C(=NC2=C1C(=CC=C2)F)C=2C(=NON2)N 4-(1-((6-chloropyridazin-3-yl)methyl)-7-fluoro-benzoimidazol-2-yl)-1,2,5-oxadiazol-3-amine